N-(3α,7α-Dihydroxyl-4β-fluoro-6α-ethyl-5β-cholan-24-oyl)-m-fluorophenyl-sulfonamide O[C@H]1[C@@H]([C@H]2[C@H]([C@H]([C@H]3[C@@H]4CC[C@H]([C@@H](CCC(=O)NS(=O)(=O)C5=CC(=CC=C5)F)C)[C@]4(CC[C@@H]3[C@]2(CC1)C)C)O)CC)F